O=C(CCC(=O)NCC1=C(C=CC=C1)C(F)(F)F)N1C(C2=CC=CC=C2CC1)C1=CC=CC=C1 4-Oxo-4-(1-phenyl-3,4-dihydro-1H-isoquinolin-2-yl)-N-[[2-(trifluoromethyl)phenyl]methyl]butyric acid amide